N-(cyclohexyl-methyl)-4-(pyridin-2-yl)-2-(4-(trifluoromethyl)pyridin-2-ylamino)thiazole-5-carboxamide C1(CCCCC1)CNC(=O)C1=C(N=C(S1)NC1=NC=CC(=C1)C(F)(F)F)C1=NC=CC=C1